methyl 4-[(1S)-1-[[1-ethyl-4-[[4-(trifluoromethyl)phenyl]methyl]indole-3-carbonyl]amino]ethyl]benzoate C(C)N1C=C(C2=C(C=CC=C12)CC1=CC=C(C=C1)C(F)(F)F)C(=O)N[C@@H](C)C1=CC=C(C(=O)OC)C=C1